tert-butyl (S)-3-(benzo[d]thiazole-2-carboxamido)pyrrolidine-1-carboxylate S1C(=NC2=C1C=CC=C2)C(=O)N[C@@H]2CN(CC2)C(=O)OC(C)(C)C